(R)-(5-(pyridin-2-yl)-1,3,4-oxadiazol-2-yl)(4-(4-(trifluoromethoxy)pyrazolo[1,5-a]pyridin-2-yl)-6,7-dihydro-1H-imidazo[4,5-c]pyridin-5(4H)-yl)methanone N1=C(C=CC=C1)C1=NN=C(O1)C(=O)N1[C@H](C2=C(CC1)NC=N2)C2=NN1C(C(=CC=C1)OC(F)(F)F)=C2